CC(C)(C)S(=O)NC1C(CCC12CCN(CC2)C(=O)OC(C)(C)C)(F)F Racemic-tert-butyl 1-(1,1-dimethylethylsulfinylamino)-2,2-difluoro-8-azaspiro[4.5]decane-8-carboxylate